5-[2-(5,6-difluoro-3-pyridyl)ethynyl]-N-(4-methylsulfonylphenyl)-2,6-naphthyridin-3-amine FC=1C=C(C=NC1F)C#CC1=C2C=C(N=CC2=CC=N1)NC1=CC=C(C=C1)S(=O)(=O)C